ClC1=CC=C(C=C1)N1C(N(C(C1=O)CCC(=O)NC1=CC=C(C(=O)NO)C=C1)C)=O 4-(3-(1-(4-chlorophenyl)-3-methyl-2,5-dioxoimidazolin-4-yl)propionylamino)-N-hydroxybenzamide